C[C@@H]1N(C[C@H](N(C1)C=1C2=C(N=CN1)N(C=C2C(F)(F)F)S(=O)(=O)C2=CC=C(C)C=C2)C)C(=O)OC(C)(C)C tert-Butyl (2S,5R)-2,5-dimethyl-4-(7-tosyl-5-(trifluoromethyl)-7H-pyrrolo[2,3-d]pyrimidin-4-yl)piperazine-1-carboxylate